(R)-(3-(1-((2,7-dimethyl-6-(1-(3-(Methylamino)propyl)-2-oxo-1,2-dihydropyridin-4-yl)quinazolin-4-yl)amino)ethyl)-5-(trifluoro Methyl)phenyl)carboxylate CC1=NC2=CC(=C(C=C2C(=N1)N[C@H](C)C=1C=C(C=C(C1)C(F)(F)F)C(=O)[O-])C1=CC(N(C=C1)CCCNC)=O)C